(5R)-N-(4-(ethyl(dimethyl)silyl)-3,5-difluorophenyl)-6-((3-hydroxy-1,2-oxazol-5-yl)carbonyl)-2-(methoxymethyl)-5,6,7,8-tetrahydro-1,6-naphthyridine-5-carboxamide C(C)[Si](C1=C(C=C(C=C1F)NC(=O)[C@H]1C=2C=CC(=NC2CCN1C(=O)C1=CC(=NO1)O)COC)F)(C)C